C(#N)C1=CC(=C(OCC2=NC=CC(=N2)OC2=CC(=C(C=C2)CC2=NC3=C(N2C[C@H]2OCC2)C=C(C=C3F)C(=O)O)C)C=C1)F 2-{[4-({2-[(4-cyano-2-fluorophenoxy)methyl]pyrimidin-4-yl}oxy)-2-methylphenyl]methyl}-4-fluoro-1-{[(2S)-oxetan-2-yl]methyl}-1H-1,3-benzodiazole-6-carboxylic acid